[6-methyl-3-[3-(trifluoromethyl)phenoxy]pyridazin-4-yl]-5,6-dihydro-4H-1,2,4-oxadiazin-5-ol CC1=CC(=C(N=N1)OC1=CC(=CC=C1)C(F)(F)F)C1=NOCC(N1)O